(R)-2-((3-(methoxycarbonyl)bicyclo[1.1.1]pentan-1-yl)methyl)-3-Oxohexahydroimidazo[1,5-a]pyrazine-7(1H)-carboxylate COC(=O)C12CC(C1)(C2)CN2C(N1[C@@H](CN(CC1)C(=O)[O-])C2)=O